CCCCCC/C=C\CCCCCCCC(=O)O[C@H]1CC[C@]2([C@H](C1)CC[C@@H]3[C@@H]2CC[C@]4([C@H]3CC[C@@H]4[C@H](C)CCCC(C)C)C)C dihydrocholesteryl palmitoleate